4-Ethoxycinnamoylguanidin C(C)OC1=CC=C(C=CC(=O)NC(=N)N)C=C1